ClC1=C(N=C2N(C1=O)C=CC=C2C2=CC=C(C(=O)N[C@@H]1COCCC1)C=C2)C(F)(F)F 4-(3-chloro-4-oxo-2-(trifluoromethyl)-4H-pyrido[1,2-a]pyrimidin-9-yl)-N-((3S)-tetrahydro-2H-pyran-3-yl)benzamide